FC(C1CNC(C2=CC=CC=C12)=O)(F)F 4-(trifluoromethyl)-3,4-dihydro-isoquinolone